C(=C)C=1C=CC=2N(C1)C=C(N2)CN2C(C1=CN=CC(=C1C=C2)N2CC(C2)N2CCC(CC2)F)=O 2-({6-ethenylimidazo[1,2-a]pyridin-2-yl}methyl)-5-[3-(4-fluoropiperidin-1-yl)azetidin-1-yl]-1,2-dihydro-2,7-naphthyridin-1-one